6-((1H-pyrazol-1-yl)methyl)-4-methoxyisoxazolo[5,4-b]pyridin-3-amine N1(N=CC=C1)CC1=CC(=C2C(=N1)ON=C2N)OC